5-(4-nitro-2,6-dichloro-phenoxy)-1-benzyl-pyridine-2(1H)-one [N+](=O)([O-])C1=CC(=C(OC=2C=CC(N(C2)CC2=CC=CC=C2)=O)C(=C1)Cl)Cl